(1S,2R,3R,4R,5S)-1-(((6-aminohexyl)oxy)methyl)-4-((6-(trifluoromethyl)pyridin-2-yl)amino)-6,8-dioxabicyclo[3.2.1]octane-2,3-diol NCCCCCCOC[C@@]12[C@@H]([C@@H]([C@H]([C@@H](OC1)O2)NC2=NC(=CC=C2)C(F)(F)F)O)O